1-(5-((2,6-dichlorophenyl)ethynyl)-2,3-dihydro-1H-inden-1-yl)-1,2,3,6-tetrahydropyridine-4-carboxylic acid ClC1=C(C(=CC=C1)Cl)C#CC=1C=C2CCC(C2=CC1)N1CCC(=CC1)C(=O)O